C(C)N(C1=CC(=CC=C1)C)CC(CS(=O)(=O)O)O N-ethyl-N-(2-hydroxy-3-sulfopropyl)m-toluidine